BrC=1C=C(C(=NC1)N1CCC(CC1)N1CC(CCC1)(F)F)NS(=O)(=O)C N-(5-Bromo-2-(3,3-difluoro-[1,4'-bipiperidin]-1'-yl)pyridin-3-yl)methane-sulfonamide